ClC=1C=C(C(=NC1)OC)C1=CC(=C2NC(C=3N(C2=C1C1CC1)C(=NN3)C)(C)C)F 8-(5-Chloro-2-methoxy-pyridin-3-yl)-9-cyclopropyl-6-fluoro-1,4,4-trimethyl-5H-[1,2,4]triazolo[4,3-a]quinoxaline